rel-(R)-N-(4-(4-amino-3,3-dimethylpyrrolidin-1-yl)-2-(1-(trifluoromethyl)cyclopropyl)-2H-indazol-5-yl)-1-(2,6-difluorophenyl)-6-oxo-1,6-dihydropyridazine-3-carboxamide N[C@@H]1C(CN(C1)C=1C2=CN(N=C2C=CC1NC(=O)C1=NN(C(C=C1)=O)C1=C(C=CC=C1F)F)C1(CC1)C(F)(F)F)(C)C |o1:1|